O1CCN(CC1)S(=O)(=O)N1CC(CC(C1)C(F)(F)F)CO (1-(morpholinosulfonyl)-5-(trifluoromethyl)piperidin-3-yl)methanol